ClC1=C(C(=CC(=C1)C#N)Cl)NC=1N(C2=NC(=NC=C2N1)NCC(CO)(C)C)C1CCC(CC1)C(=O)N (1s,4s)-4-(8-(2,6-dichloro-4-cyanophenylamino)-2-(3-hydroxy-2,2-dimethylpropylamino)-9H-purin-9-yl)cyclohexanecarboxamide